NC1=C(C=C(C=N1)C1=CC=C(C=C1)NC(=O)NCCN1CCCC1)OC(C)C1=C(C(=CC=C1F)F)Cl 1-(4-{6-amino-5-[1-(2-chloro-3,6-difluoro-phenyl)-ethoxy]-pyridin-3-yl}-phenyl)-3-(2-pyrrolidin-1-yl-ethyl)-urea